4-(2-acryloyl-2,6-diazaspiro[3.4]octan-6-yl)-6-(1,6-dimethyl-1H-indazol-7-yl)-2-(pyridin-3-ylmethoxy)pyrimidine-5-carbonitrile C(C=C)(=O)N1CC2(C1)CN(CC2)C2=NC(=NC(=C2C#N)C=2C(=CC=C1C=NN(C21)C)C)OCC=2C=NC=CC2